ClC=1C=C(C=C(C1)Cl)C1=CC(=CC(=N1)OC=1C=NC(=NC1)N1CCN(CCC1)C(=O)OC(C)(C)C)CO tert-butyl 4-(5-((6-(3,5-dichlorophenyl)-4-(hydroxymethyl) pyridin-2-yl) oxy) pyrimidin-2-yl)-1,4-diazacycloheptane-1-carboxylate